CN1N=NC(=C1NC(OC(C(F)F)C=1C(=NC=CC1)Cl)=O)C1=NC(=C(C=C1)NS(=O)(=O)C)C 1-(2-chloropyridin-3-yl)-2,2-difluoro-ethyl (1-methyl-4-(6-methyl-5-(methyl-sulfonamido)pyridin-2-yl)-1H-1,2,3-triazol-5-yl)carbamate